[Si](C1=CC=CC=C1)(C1=CC=CC=C1)(C(C)(C)C)OCC1(CCCC1)COC=1C=C(C=CC1[N+](=O)[O-])N1CCN(CC1)C [(1S,3R)-3-([(tert-butyldiphenylsilyl)oxy]methylcyclopentyl)methoxy-4-nitrophenyl]-4-methylpiperazine